C(#N)C=1C=C(C=C(C1)F)N1N=CC(=C1)C(C(=O)NC1=NNC(=C1)C1CC2(COC2)C1)C 2-[1-(3-cyano-5-fluorophenyl)-1H-pyrazol-4-yl]-N-(5-2-oxaspiro[3.3]heptan-6-yl-1H-pyrazol-3-yl)propanamide